O1C(CCC=C1)CN1C(C2=CC=CC=C2C1=O)=O 2-((3,4-Dihydro-2H-pyran-2-yl)methyl)isoindoline-1,3-dione